2-(2,3-dibromo-4,5-dimethoxyphenyl)-1H-benzo[d]imidazole-4-carboxamide BrC1=C(C=C(C(=C1Br)OC)OC)C1=NC2=C(N1)C=CC=C2C(=O)N